[5-(benzyloxy)-2-methylphenyl]-2-methylhydrazine hydrochloride Cl.C(C1=CC=CC=C1)OC=1C=CC(=C(C1)NNC)C